FC1=C2N(C(N1)=S)CCC2 fluoro-3-thioxo-2,5,6,7-tetrahydro-3H-pyrrolo[1,2-c]imidazol